(E)-2-cyano-N,N-diethyl-3-(3-hydroxy-4-((2-methyl-[1,1'-biphenyl]-3-yl)methoxy)-5-nitrophenyl)acrylamide C(#N)/C(/C(=O)N(CC)CC)=C\C1=CC(=C(C(=C1)[N+](=O)[O-])OCC=1C(=C(C=CC1)C1=CC=CC=C1)C)O